2-{[(1R,2S)-2-Aminocyclohexyl]amino}-N-(3-carbamoyl-1-ethyl-1H-pyrazol-4-yl)pyrrolo[2,1-f][1,2,4]triazin N[C@@H]1[C@@H](CCCC1)NC1N(N2C(C=N1)=CC=C2)C=2C(=NN(C2)CC)C(N)=O